3-mercaptopropyl-diethoxymethoxysilane SCCC[SiH2]OC(OCC)OCC